[Cl-].COC(CCCCC/C=C/CCC[P+](C)(C)C)OC (4E)-11,11-dimethoxy-4-undecenyltrimethylphosphonium chloride